methyl 2-fluoro-4-hydroxybenzoate FC1=C(C(=O)OC)C=CC(=C1)O